ClC=1C=CC2=C(C(C(CCN2S(=O)(=O)C2=CC=C(C=C2)C)(F)F)(O)[2H])C1 7-chloro-4,4-difluoro-1-(4-methylbenzenesulfonyl)-2,3,4,5-tetrahydro(5-2H)-1H-1-benzazepin-5-ol